F[C@@H]1C[C@@H](N(C1)C(=O)C1(CCCCC1)C1=CC=C(C=C1)C(=O)OC)C(=O)NC1=CC=C2C(=N1)C=NN2C(=O)OC(C)(C)C.C(CCCCCCCCCC)C=CC undecyl propylene tert-Butyl 5-{[(4R)-4-fluoro-1-({1-[4-(methoxycarbonyl)phenyl]cyclohexyl}carbonyl)-D-prolyl]amino}-1H-pyrazolo[4,3-b]pyridine-1-carboxylate